7-methoxy-1,9-dimethyl-6-(4-(naphthalene-2-ylsulfonyl)piperazin-1-yl)-9H-pyrido[3,4-b]indole COC1=C(C=C2C3=C(N(C2=C1)C)C(=NC=C3)C)N3CCN(CC3)S(=O)(=O)C3=CC1=CC=CC=C1C=C3